1,3-dioxo-1,2,3,6-tetrahydropyrrolo[3,4-e]indole O=C1NC(C=2C1=C1C=CNC1=CC2)=O